N-{(1R,6S)-2,2-difluoro-6-[4-(methylamino)piperidin-1-yl]cyclohexyl}-4-{5-[(1S,2S)-2-fluorocyclopropyl]-1,2,4-oxadiazol-3-yl}-4-methylpiperidine-1-carboxamide FC1([C@@H]([C@H](CCC1)N1CCC(CC1)NC)NC(=O)N1CCC(CC1)(C)C1=NOC(=N1)[C@H]1[C@H](C1)F)F